methyl {(6S)-2,3,9-trimethyl-4-[4-(1,2,3,4-tetrahydroisoquinolin-6-yl)phenyl]-6H-thieno[3,2-f][1,2,4]triazolo[4,3-a][1,4]diazepin-6-yl}acetate CC1=C(C=2C(=N[C@H](C=3N(C2S1)C(=NN3)C)CC(=O)OC)C3=CC=C(C=C3)C=3C=C1CCNCC1=CC3)C